[Pd].C1(=CC=CC=C1)P(C1=CC=CC=C1)C1=CC=CC=C1 triphenylphosphin palladium